C(C)C=1N=C2N(C=C(C(=C2)F)N2CCN(CC2)CC(=O)N2C[C@@H](CC2)O)C1N(C)C=1SC=C(N1)C1=CC=C(C=C1)F (R)-2-[4-(2-Ethyl-7-fluoro-3-{[4-(4-fluoro-phenyl)-thiazol-2-yl]-methyl-amino}-imidazo[1,2-a]pyridin-6-yl)-piperazin-1-yl]-1-(3-hydroxy-pyrrolidin-1-yl)-ethanone